C(C)(=O)C1=NC=CC(=N1)COC1=CC=C(C=C1)C(C)(C)C1=CC=C(OCCCCCCCCCNC2=C3C(N(C(C3=CC=C2)=O)C2C(NC(C=C2)=O)=O)=O)C=C1 4-((9-(4-(2-(4-((2-acetylpyrimidin-4-yl)methoxy)phenyl)propan-2-yl)phenoxy)nonyl)amino)-2-(2,6-dioxopyridin-3-yl)isoindol-1,3-dione